(tetrahydro-2H-pyran-2-yl)cyclopropane-1-carboxamide O1C(CCCC1)C1(CC1)C(=O)N